FC1=C(C(=C(C=C1OC)OC)F)N1C(N(C2=C(C1)C=NC1=C2C=C(N1)CN1CCOCC1)CCO)=O 3-(2,6-difluoro-3,5-dimethoxyphenyl)-1-(2-hydroxyethyl)-8-(morpholin-4-ylmethyl)-1,3,4,7-tetrahydro-2H-pyrrolo[3',2':5,6]pyrido[4,3-d]pyrimidin-2-one